OCC(CO)(COCC(CO)CO)N1N=NC(=C1)CCCC(=O)O 4-(1-(1,3-dihydroxy-2-((3-hydroxy-2-(hydroxymethyl)propoxy)methyl)propan-2-yl)-1H-1,2,3-triazol-4-yl)butanoic acid